C1(CC1)CCCC=1C(=C(C=C(C1)CCCC1CC1)CC(=O)OC)O methyl 2-(3,5-bis(3-cyclopropylpropyl)-2-hydroxyphenyl)acetate